2-chloro-N-[[6-[[1-[2-[(3R)-5,5-dimethylpyrrolidin-3-yl]ethyl]-2-methyl-propyl]amino]-2-pyridyl]sulfonyl]-6-[3-(2-dispiro[2.0.2.1]heptan-7-ylethoxy)pyrazol-1-yl]pyridine-3-carboxamide ClC1=NC(=CC=C1C(=O)NS(=O)(=O)C1=NC(=CC=C1)NC(C(C)C)CC[C@H]1CNC(C1)(C)C)N1N=C(C=C1)OCCC1C2(C13CC3)CC2